4-(4-carboxy-2,5-dihydroxybenzamido)phthalic acid C(=O)(O)C1=CC(=C(C(=O)NC=2C=C(C(C(=O)O)=CC2)C(=O)O)C=C1O)O